tris-(2,2,2-trifluoro ethyl)borate FC(COB(OCC(F)(F)F)OCC(F)(F)F)(F)F